1,4-dioxathiolate O1SC(OC1)C(=O)[O-]